C(CCC)(O)O (S,S)-butanediol